tert-butyl (4-chloro-3-fluoropyridin-2-yl)methylcarbamate ClC1=C(C(=NC=C1)CNC(OC(C)(C)C)=O)F